FC=1C=C(N)C=CC1OC1=CC=NC2=CC(=CC=C12)OC 3-fluoro-4-((7-methoxyquinolin-4-yl)oxy)aniline